NC1=NC=CC=C1C1=NC=2C(=NC=C(C2)Br)N1C1=CC=C(CNC(OC(C)(C)C)=O)C=C1 tert-butyl (4-(2-(2-aminopyridin-3-yl)-6-bromo-3H-imidazo[4,5-b]pyridin-3-yl)benzyl)carbamate